CP(ON1C(SC2=C1N=C(N=C2N[C@H](CC(C)C)CO)SC(C)C2=C(C=CC=C2)F)=N)([O-])=O [5-{[1-(2-Fluorophenyl) ethyl] thio}-7-{[(1R)-1-(hydroxymethyl)-3-methylbutyl] amino}-2-imino [1,3]thiazolo[4,5-d]pyrimidin-3(2H)-yl] methylphosphonate